N1(N=CC2=CC=CC=C12)C(=O)[O-] indazole-1-carboxylate